4-methoxy-α-cyanocinnamate COC1=CC=C(C=C(C(=O)[O-])C#N)C=C1